N-(4-fluoro-3-sulfamoylphenyl)-2-((tetrahydro-2H-pyran-4-yl)methyl)-2H-indazole-3-carboxamide FC1=C(C=C(C=C1)NC(=O)C=1N(N=C2C=CC=CC12)CC1CCOCC1)S(N)(=O)=O